5-chloro-3-isopropoxy-1-(tetrahydro-2H-pyran-2-yl)-1H-pyrazolo[4,3-b]pyridine-7-carbaldehyde ClC1=CC(=C2C(=N1)C(=NN2C2OCCCC2)OC(C)C)C=O